C(C)(C)(C)OC(=O)N1C[C@@H](N(CC1)C=1C2=C(N=CN1)N(C=C2N2C(CCC2)=O)C=2SC(=CN2)C#N)C (S)-4-(7-(5-Cyanothiazol-2-yl)-5-(2-oxopyrrolidin-1-yl)-7H-pyrrolo[2,3-d]pyrimidin-4-yl)-3-methylpiperazine-1-carboxylic acid tert-butyl ester